5-((3-bromopropyl)amino)-2-(2,6-dioxopiperidin-3-yl)-6-fluoroisoindoline-1,3-dione BrCCCNC=1C=C2C(N(C(C2=CC1F)=O)C1C(NC(CC1)=O)=O)=O